N-{2-[1-([1,3]dioxolo[4,5-g]quinazolin-8-yl)azetidin-3-yl]ethyl}sulfuric diamide O1COC=2C1=CC=1C(=NC=NC1C2)N2CC(C2)CCNS(N)(=O)=O